O=C1N(CCC(N1)=O)C1=CN=CC2=C(C=CC=C12)[C@H]1CN(CC1)C(=O)OC(C)(C)C tert-butyl (3S)-3-[4-(2,4-dioxohexahydropyrimidin-1-yl)-8-isoquinolyl]pyrrolidine-1-carboxylate